C(CCCCCCCC)(=O)OCC(COC(CCCCCCCC)=O)CC(=O)OC[C@H]1CCC[C@H](N1C(=O)OCCN(C)C)COC(CC(COC(CCCCCCCC)=O)COC(CCCCCCCC)=O)=O |o1:30,34| (((Rel-((2S,6R)-1-((2-(dimethylamino)ethoxy)carbonyl)piperidine-2,6-diyl)bis(methylene))bis(oxy))bis(2-oxoethane-2,1-diyl))bis(propane-2,1,3-triyl) tetranonanoate